N1(CCC1)CC=1C(=NN(C1)C1=NC(=NC=C1)NC=1C=C(C=CC1)NC(C=C)=O)C N-(3-(4-(4-(azetidin-1-ylmethyl)-3-methyl-1H-pyrazol-1-yl)pyrimidin-2-ylamino)phenyl)acrylamide